(5'S,7a'R)-5'-(3,5-difluorophenyl)tetrahydro-3'H-spiro[cyclobutane-1,2'-pyrrolo[2,1-b]oxazole]-3,3'-dione FC=1C=C(C=C(C1)F)[C@@H]1CC[C@H]2OC3(C(N21)=O)CC(C3)=O